tert-butyl N-[(1R)-2-amino-1-methyl-ethyl]carbamate NC[C@@H](C)NC(OC(C)(C)C)=O